C(C)(C)(C)OC(=O)NC(C(=O)OCC)C1=NC=CC(=C1)N(S(=O)(=O)C1CC1)CC1=CC=C(C=C1)OC ethyl 2-[(tert-butoxycarbonyl)amino]-2-(4-{N-[(4-methoxyphenyl)methyl]cyclopropanesulfonamido}pyridin-2-yl)acetate